(R)-((2R)-1-methyl-2-azetidinyl)(6-(2-methyl-2H-pyrazolo[3,4-b]pyridin-5-yl)thieno[2,3-b]pyridin-2-yl)methanol CN1[C@H](CC1)[C@@H](O)C1=CC=2C(=NC(=CC2)C2=CC=3C(N=C2)=NN(C3)C)S1